4-ditert-butylphosphanyl-N,N-dimethyl-aniline C(C)(C)(C)P(C1=CC=C(N(C)C)C=C1)C(C)(C)C